3-(1-(3-(5-isopropyl-1,2,4-oxadiazol-3-yl)propyl)pyrrolidin-3-yl)-1H-indol-4-ol C(C)(C)C1=NC(=NO1)CCCN1CC(CC1)C1=CNC=2C=CC=C(C12)O